iso-icosane CCCCCCCCCCCCCCCCCC(C)C